(((2-aminopyridin-3-yl)sulfonyl)difluoromethyl)piperidine-1-carboxylic acid tert-butyl ester C(C)(C)(C)OC(=O)N1C(CCCC1)C(F)(F)S(=O)(=O)C=1C(=NC=CC1)N